6,7-dihydropyrazolo[1,5-a]pyrimidin-5(4H)-one N1=CC=C2N1CCC(N2)=O